1-[2-(3-chloro-5-methyl-pyrazol-1-yl)-6-[5-fluoro-6-[(6-methylpyridazin-3-yl)amino]benzimidazol-1-yl]-3-pyridinyl]ethanol ClC1=NN(C(=C1)C)C1=NC(=CC=C1C(C)O)N1C=NC2=C1C=C(C(=C2)F)NC=2N=NC(=CC2)C